ClC[C@H](N)C(=O)O |r| BETA-CHLORO-DL-ALANINE